6'-(3-methoxy-2-methylpropyl)-1,2'-dimethyl-5',6'-dihydro-7'H-spiro[azetidine-3,8'-pyrido[4,3-d]pyrimidin]-7'-one COCC(CN1CC2=C(N=C(N=C2)C)C2(C1=O)CN(C2)C)C